OC1(CC=CC=2SC3=CC=CC=C3C(C12)=O)OC(C=C)=O 1-hydroxy-1-(acryloyloxy)thioxanthone